FC=1C=C2C(=CNC(C2=CC1F)=O)[C@@H](C)N(C(=O)NC1=CC(=C(C=C1)F)C(F)F)C |r| Racemic-1-(1-(6,7-difluoro-1-oxo-1,2-dihydroisoquinolin-4-yl)ethyl)-3-(3-(difluoromethyl)-4-fluorophenyl)-1-methylurea